N1CCC(CC1)NC1=NC(=NC=C1C=1C=NN(C1)C(C)O)NC1=CC=C2CCNCC2=C1 (4-(4-(piperidin-4-ylamino)-2-(1,2,3,4-tetrahydroisoquinolin-7-ylamino)pyrimidin-5-yl)-1H-pyrazol-1-yl)ethanol